2-hydroxy-1,5-pentanedioic acid tert-butyl ester C(C)(C)(C)OC(C(CCC(=O)O)O)=O